3a-Aminocholestane N[C@H]1CC2CC[C@H]3[C@@H]4CC[C@H]([C@@H](CCCC(C)C)C)[C@]4(CC[C@@H]3[C@]2(CC1)C)C